2,3-dimethylbenzenesulfonic acid CC1=C(C=CC=C1C)S(=O)(=O)O